COC1=CC=C(C=C1)C=1C=CC(=NC1)C(F)(F)F 5-(4-methoxyphenyl)-2-(trifluoromethyl)pyridine